C[C@H](CCCC(C)C)[C@H]1CC(=O)C2=C3CC[C@H]4C[C@H](CC[C@@]4([C@H]3CC[C@]12C)C)O The molecule is a 3beta-hydroxysteroid consisting of 3beta-hydroxy-5alpha-cholest-8(14)-ene having an additional oxo group at the 15-position. It is a 3beta-hydroxy steroid and a 15-oxo steroid.